ClC(CC(C(=O)O)=O)(C1=CC=CC=C1)C1=CC=CC=C1 4-chloro-4,4-diphenyl-2-oxobutanoic acid